OC1=C(C=CC(=C1)Cl)C1=NC=NC(=N1)C1=C(C=C(C=C1)Cl)O 2,4-bis(2-hydroxy-4-chlorophenyl)-s-triazine